(3-methoxypyrazol-1-yl)pyrimidine tert-butyl-(R)-N-{1-[8-({8-fluoro-2-methylimidazo[1,2-a]pyridin-6-yl}carbamoyl)-2-methoxyquinoxalin-5-yl]pyrrolidin-3-yl}-N-methylcarbamate C(C)(C)(C)OC(N(C)[C@H]1CN(CC1)C1=C2N=CC(=NC2=C(C=C1)C(NC=1C=C(C=2N(C1)C=C(N2)C)F)=O)OC)=O.COC2=NN(C=C2)C2=NC=CC=N2